tripyrrolidinium chloride [Cl-].[NH2+]1CCCC1.[NH2+]1CCCC1.[NH2+]1CCCC1.[Cl-].[Cl-]